(E)-3-(2,4-dihydroxy-5-isopropylphenyl)-1-(3,4,5-trimethoxyphenyl)prop-2-en-1-one OC1=C(C=C(C(=C1)O)C(C)C)/C=C/C(=O)C1=CC(=C(C(=C1)OC)OC)OC